ClC1=CC=C(C=C1)N(C(=O)C=1C=C(C2=C(N(C=N2)C=2C=CC(=NC2)NC(OC)=O)C1)C)C methyl N-[5-[6-[(4-chlorophenyl)-methyl-carbamoyl]-4-methyl-benzimidazol-1-yl]-2-pyridyl]carbamate